C(C)(C)(C)N(C(O)=O)CCCCCCCC=O.ClCC1=NC(=NC(=N1)CCl)CCl 2,4,6-tris(chloromethyl)1,3,5-triazine tert-Butyl(8-oxooctyl)carbamate